1-(3-(pyridin-3-yloxy)benzyl)piperazine N1=CC(=CC=C1)OC=1C=C(CN2CCNCC2)C=CC1